3-[3-(2-chloro-6-methyl-4-pyridinyl)-5-(3-hydroxy-3-methyl-butyl)pyrazolo[1,5-a]Pyrimidin-2-yl]Benzonitrile ClC1=NC(=CC(=C1)C=1C(=NN2C1N=C(C=C2)CCC(C)(C)O)C=2C=C(C#N)C=CC2)C